1-Stearoyl-2-arachidonyl-sn-glycero-3-phosphate C(CCCCCCCCCCCCCCCCC)(=O)OC[C@@H](OCCCC\C=C/C\C=C/C\C=C/C\C=C/CCCCC)COP(=O)(O)O